C(C)NC(CN1N=C(C=CC1=O)C=1C=NC(=CC1)OCCC(F)(F)F)=O N-ethyl-2-[6-oxo-3-[6-(3,3,3-trifluoropropoxy)pyridin-3-yl]-1,6-dihydropyridazin-1-yl]acetamide